ClC=1C=C(C=CC1F)NC1=NC=NC2=CC(=C(C=C12)OC1CCN(CC1)C(=O)CCOC)OC 4-[(3-Chloro-4-fluorophenyl)amino]-6-{1-[(2-methoxyethyl)carbonyl]-piperidine-4-yloxy}-7-methoxy-quinazoline